1-triethoxysilyl-6-bis(4-methylpiperazin-1-yl)methylsilylhexane C(C)O[Si](CCCCCC[SiH2]C(N1CCN(CC1)C)N1CCN(CC1)C)(OCC)OCC